C=1(C=2N(C=C(N1)O)C=CC2)O pyrrolo[1,2-a]pyrazine-1,3-diol